C1(=CC=C(C=C1)[C@](C(=O)O)(C)O)C1=CC=CC=C1 (S)-2-[1,1-biphenyl]-4-yl-2-hydroxypropionic acid